[N+](=O)([O-])C1=CC=C(O[P@@](=O)(OC2=CC=CC=C2)N[C@@H](C)C(=O)O[C@@H]2CC[C@H](CC2)C(C)(C)C)C=C1 trans-4-(tert-butyl)cyclohexyl ((S)-(4-nitrophenoxy)(phenoxy)phosphoryl)-L-alaninate